2,3-dichloro-N-(3-methoxypyrazin-2-yl)benzenesulfonamide COC1=NC=CN=C1NS(=O)(=O)C2=C(C(=CC=C2)Cl)Cl